F[C@@H]1CN(CC[C@@H]1NC1=NN2C(C(=N1)OC(F)(F)F)=C(C=C2)C=2C=C1N=CC=NC1=CC2)C(C)=O 1-((3R,4S)-3-fluoro-4-((5-(quinoxalin-6-yl)-4-(trifluoromethoxy)pyrrolo[2,1-f][1,2,4]triazin-2-yl)amino)piperidin-1-yl)ethan-1-one